4-((R)-3-(methylamino)pyrrolidin-1-yl)-6,7,8,9-tetrahydropyrimido[5,4-b][1,4]oxazepin-2-amine ditrifluoroacetic acid salt FC(C(=O)O)(F)F.FC(C(=O)O)(F)F.CN[C@H]1CN(CC1)C1=NC(=NC2=C1OCCCN2)N